N=1C=NN2C1C=C(C=C2)OC2=C(C=C(C=C2)NC2=NC=NN1C2=C(C=C1)N1CC2CCC(C1)N2C(C=C)=O)C 1-(3-(4-((4-([1,2,4]triazolo[1,5-a]pyridin-7-yloxy)-3-methylphenyl)amino)pyrrolo[2,1-f][1,2,4]triazin-5-yl)-3,8-diazabicyclo[3.2.1]octan-8-yl)prop-2-en-1-one